tert-Butyl (S)-(1-(3-(4-chloro-3-(N-(4-methoxybenzyl)methylsulfonamido)-1-methyl-1H-indazol-7-yl)-4-oxo-3,4-dihydroquinazolin-2-yl)-2-(3,5-difluorophenyl)ethyl)carbamate ClC1=C2C(=NN(C2=C(C=C1)N1C(=NC2=CC=CC=C2C1=O)[C@H](CC1=CC(=CC(=C1)F)F)NC(OC(C)(C)C)=O)C)N(S(=O)(=O)C)CC1=CC=C(C=C1)OC